N=1C=NN2C1C=C(C=C2)OC2=C(C=C(C=C2)C2=NN1C(C(=N2)N)=C(C=C1)C1C2CNC(C1)CC2)C (4-([1,2,4]triazolo[1,5-a]pyridin-7-yloxy)-3-methylphenyl)-5-(2-azabicyclo[2.2.2]octan-5-yl)pyrrolo[2,1-f][1,2,4]triazin-4-amine